N-[4-(3-cyanophenyl)-5-(2,6-dimethyl-4-pyridyl)thiazol-2-yl]-4-(2-hydroxy-1,1-dimethylethyl)piperazine-1-carboxamide C(#N)C=1C=C(C=CC1)C=1N=C(SC1C1=CC(=NC(=C1)C)C)NC(=O)N1CCN(CC1)C(CO)(C)C